5-[[3-cyano-4-[(2-hydroxyacetyl)amino]phenyl]sulfonyl-methyl-amino]thiazole-4-carboxylic acid C(#N)C=1C=C(C=CC1NC(CO)=O)S(=O)(=O)N(C1=C(N=CS1)C(=O)O)C